10,28-difluoro-23-methoxy-2,4,8,18,29-pentaazapentacyclo[16.5.3.2~9,12~.1~3,7~.0~21,25~]nonacosa-1(23),3(29),4,6,9,11,21,24,27-nonaene-6-carboxamide FC1=C2NC3=C(C=NC(NC4=C(C=C5CCN(CCCCCC(=C1)C=C2F)CC5=C4)OC)=N3)C(=O)N